O1CC(C1)N1CC2(C1)CC(C2)N(C([O-])=O)C=2N=CC1=C(C(=C(C=C1C2)C=2C=NC=1CCCNC1C2C)F)N 2-(Oxetan-3-yl)-2-azaspiro[3.3]heptan-6-yl(8-amino-7-fluoro-6-(4-methyl-5,6,7,8-tetrahydro-1,5-naphthyridin-3-yl)isoquinolin-3-yl)carbamate